Isohexenol CC(C)CC=CO